C#CCOCCOCCOCCOCCOCCOCCOCCCCCCOC1=CC=C(C=C1)C1=NN(C(C=C1)=N)CCCC(=O)OCC=C allyl 4-(3-(4-((4,7,10,13,16,19,22-heptaoxaoctacos-1-yn-28-yl)oxy)phenyl)-6-iminopyridazin-1(6H)-yl)butanoate